5-(1-((1-(4-(1,2-bis(4-hydroxyphenyl)but-1-en-1-yl)phenyl)piperidin-4-yl)methyl)piperidine-4-yl)-2-(2,6-dioxopiperidin-3-yl)-6-fluoroisoindoline-1,3-dione OC1=CC=C(C=C1)C(=C(CC)C1=CC=C(C=C1)O)C1=CC=C(C=C1)N1CCC(CC1)CN1CCC(CC1)C=1C=C2C(N(C(C2=CC1F)=O)C1C(NC(CC1)=O)=O)=O